COC=1C=C(C(CN)O)C=CC1OC 3,4-dimethoxy-β-hydroxy-phenethylamine